2,6,11-Trimethyl-dodecane CC(C)CCCC(CCCCC(C)C)C